6-methyl-N4-((5-(methylthio)pyridin-2-yl)methyl)-5-phenylpyridine-3,4-diamine CC1=C(C(=C(C=N1)N)NCC1=NC=C(C=C1)SC)C1=CC=CC=C1